CN(C)CCOCCN(C)C Bis-(dimethylaminoethyl)ether